O1CCC2=C1C=CC(=C2)C2=NN1C(N(C(=C(C1=O)N1CCNCC1)CC)CC(=O)NC1=CC=C(C=C1)S(F)(F)(F)(F)F)=N2 2-(2-(2,3-dihydrobenzofuran-5-yl)-5-ethyl-7-oxo-6-(piperazin-1-yl)-[1,2,4]triazolo[1,5-a]pyrimidin-4(7H)-yl)-N-(4-(pentafluoro-λ6-sulfanyl)phenyl)acetamide